C(C)(C)(C)OC(=O)C1=CC=C(C[C@@H]2N(C(OC2)=O)C2=CC(=CC(=N2)[C@@H](C)NC=2C(=NC(=CC2)Cl)C(=O)OC)C)C=C1 methyl 3-(((R)-1-(6-((S)-4-(4-(tert-butoxycarbonyl)benzyl)-2-oxooxazolidin-3-yl)-4-methylpyridin-2-yl)ethyl)amino)-6-chloropicolinate